2-((8-fluoro-2-(2-fluorophenyl)-4-methoxyquinolin-7-yl)(methoxy)methylene)malononitrile FC=1C(=CC=C2C(=CC(=NC12)C1=C(C=CC=C1)F)OC)C(=C(C#N)C#N)OC